C([C@@H](C(=O)[O-])N)SSC[C@@H](C(=O)[O-])N.[Na+].[Na+] sodium cystinate